maleyl-coenzyme A C(\C=C/C(=O)O)(=O)SCCNC(CCNC([C@@H](C(COP(OP(OC[C@@H]1[C@H]([C@H]([C@@H](O1)N1C=NC=2C(N)=NC=NC12)O)OP(=O)(O)O)(=O)O)(=O)O)(C)C)O)=O)=O